ClC=1C(=NC(=NC1)NC=1C=C(C=NC1)N1C(CCC1)=O)N1CC(CCC1)OC 1-(5-((5-chloro-4-(3-methoxypiperidin-1-yl)pyrimidin-2-yl)amino)pyridin-3-yl)pyrrolidin-2-one